4-CHLORO-5-METHOXYPYRIDINE-2-BORONIC ACID ClC1=CC(=NC=C1OC)B(O)O